N-[4-(2,5-difluorophenyl)-2-(5,5-difluorotetrahydropyran-2-yl)-3-pyridyl]-2-isopropyl-pyrimidine-5-carboxamide FC1=C(C=C(C=C1)F)C1=C(C(=NC=C1)C1OCC(CC1)(F)F)NC(=O)C=1C=NC(=NC1)C(C)C